N-Bocpiperidin C(=O)(OC(C)(C)C)N1CCCCC1